trans-3-[(3,5-difluorobenzyl)oxy]-N-[3-(4-ethyl-5-fluoro-6-oxo-1,6-dihydropyrimidin-2-yl)-2-Fluoro-4-(trifluoromethyl)benzyl]cyclobutane-1-carboxamide FC=1C=C(CO[C@@H]2C[C@H](C2)C(=O)NCC2=C(C(=C(C=C2)C(F)(F)F)C=2NC(C(=C(N2)CC)F)=O)F)C=C(C1)F